2-(5-fluoro-1H-indol-3-yl)acetic acid FC=1C=C2C(=CNC2=CC1)CC(=O)O